2,3-Difluoro-2-butene FC(C)=C(C)F